4,8-disulfonyl-naphthalene-2,6-dicarboxylic acid S(=O)(=O)=C1C=C(C=C2C(C=C(C=C12)C(=O)O)=S(=O)=O)C(=O)O